3-[2,6-difluoro-4-(trifluoromethoxy)phenoxy]-5-methyl-N-(3-methylsulfanylphenyl)-6-(trifluoromethyl)pyridazine-4-carboxamide FC1=C(OC=2N=NC(=C(C2C(=O)NC2=CC(=CC=C2)SC)C)C(F)(F)F)C(=CC(=C1)OC(F)(F)F)F